trihydroxymethylglutaryl-coenzyme A OC(O)(O)C(C(=O)SCCNC(CCNC([C@@H](C(COP(OP(OC[C@@H]1[C@H]([C@H]([C@@H](O1)N1C=NC=2C(N)=NC=NC12)O)OP(=O)(O)O)(=O)O)(=O)O)(C)C)O)=O)=O)CCC(=O)O